3-chloro-6-fluoro-N-(3,4,6-trimethyl-5-(2-oxo-2-(phenylamino)ethoxy)pyridin-2-yl)benzo[b]thiophene-2-carboxamide ClC=1C2=C(SC1C(=O)NC1=NC(=C(C(=C1C)C)OCC(NC1=CC=CC=C1)=O)C)C=C(C=C2)F